2-(2-chloro-4-(6-((4-cyano-2-fluorobenzyl)oxy)pyridin-2-yl)-5-methylbenzyl)-4-fluoro-1-(2-methoxyethyl)-1H-benzo[d]imidazole-6-carboxylic acid ClC1=C(CC2=NC3=C(N2CCOC)C=C(C=C3F)C(=O)O)C=C(C(=C1)C1=NC(=CC=C1)OCC1=C(C=C(C=C1)C#N)F)C